FC1CC(NC1)C(=O)NC1=NC(=CC=C1)C(C)C 4-fluoro-N-(6-isopropylpyridin-2-yl)pyrrolidine-2-carboxamide